CC1=CN=C(S1)C=1C=C(OC[C@@H]2CN(CCO2)C(=O)OC(C)(C)C)C=C(C1)C(N[C@H](C)C=1C=NC(=NC1)C(F)(F)F)=O Tert-butyl (2S)-2-{[3-(5-methyl-1,3-thiazol-2-yl)-5-({(1R)-1-[2-(trifluoromethyl)pyrimidin-5-yl]ethyl}carbamoyl)phenoxy]methyl}morpholine-4-carboxylate